N(=[N+]=[N-])C(COC)(C)C1=CN=C(C2=CN=C(C=C12)Cl)OC1CC1 4-(2-azido-1-methoxyprop-2-yl)-6-chloro-1-cyclopropoxy-2,7-naphthyridine